(5'S,7a'R)-5'-(2-fluorophenyl)-1-(pyrazolo[1,5-a]pyrimidin-7-yl)tetrahydro-3'H-spiro[piperidine-4,2'-pyrrolo[2,1-b][1,3]oxazol]-3'-one FC1=C(C=CC=C1)[C@@H]1CC[C@H]2OC3(C(N21)=O)CCN(CC3)C3=CC=NC=2N3N=CC2